tert-Butyl 3-(((benzyloxy)carbonyl)amino)-3-(hydroxymethyl)azetidine-1-carboxylate C(C1=CC=CC=C1)OC(=O)NC1(CN(C1)C(=O)OC(C)(C)C)CO